3,5-divinylpyridin-2-amine C(=C)C=1C(=NC=C(C1)C=C)N